BrC1=CC=C(C=C1)C1=NNC(=C1C(=O)OC)C methyl 3-(4-bromophenyl)-5-methyl-pyrazole-4-carboxylate